ClC[C@H](C)O (S)-1-chloro-2-propanol